C1C(C1)C=1OC2=C(C1SC)C=CC=C2 2-(2-cyclopropyl)-3-methylthiobenzofuran